7-(4-(4-cyclohexylpiperazin-1-yl)butoxy)-2-(3,4-dimethoxyphenyl)-5-hydroxy-6-methoxy-4H-chromen-4-one C1(CCCCC1)N1CCN(CC1)CCCCOC1=C(C(=C2C(C=C(OC2=C1)C1=CC(=C(C=C1)OC)OC)=O)O)OC